C(C)(C)C1=NC2=C3N=C(C=CC3=CC=C2C=C1)C(C)C 2,9-diisopropyl-1,10-phenanthroline